phospho-ammonium boron [B+3].P(=O)(=O)[NH3+]